1-trichloromethyl-6-chlorophthalic acid chloride ClC(C1(C(=O)Cl)C(C(=O)Cl)C=CC=C1Cl)(Cl)Cl